C(C)(C)(C)OOC(C1=CC=CC=C1)=O tert-Butylperbenzoat